C[C@@H](C(=O)O)CC(C)([N+](=O)[O-])C (2R)-2,4-dimethyl-4-nitro-pentanoic acid